N1CCC(=CC1)C=1C=C2CCN(CC2=CC1)C(=O)OCC1=CC=CC=C1 benzyl 6-(1,2,3,6-tetrahydropyridin-4-yl)-3,4-dihydro-1H-isoquinoline-2-carboxylate